C(CC)(=O)OCCCCC1OCCC1 4-(tetrahydrofuran-2-yl)-butyl propionate